1-(3-methoxyphenyl)-2-(6-(2-(3-methylbenzylidene)hydrazinyl)-2-morpholino-9H-purin-9-yl)ethane-1-on COC=1C=C(C=CC1)C(CN1C2=NC(=NC(=C2N=C1)NN=CC1=CC(=CC=C1)C)N1CCOCC1)=O